tert-butyl 4-[(1R)-1-hydroxyethyl]piperidine-1-carboxylate O[C@H](C)C1CCN(CC1)C(=O)OC(C)(C)C